5-Fluoro-4-[3-(hydroxymethyl)-4-methyl-5-oxo-4,5-dihydro-1H-1,2,4-triazol-1-yl]-N-(pent-3-yl)-2-[(2S)-pent-2-yloxy]benzamide FC=1C(=CC(=C(C(=O)NC(CC)CC)C1)O[C@@H](C)CCC)N1N=C(N(C1=O)C)CO